(2S)-cyclohexyl 2-(((((2R,3S,4R,5S)-5-(4-aminopyrrolo[2,1-f][1,2,4]triazin-7-yl)-2-cyano-3,4-dihydroxytetrahydrofuran-2-yl)methoxy)(phenoxy)phosphoryl)amino)butanoate NC1=NC=NN2C1=CC=C2[C@H]2[C@@H]([C@@H]([C@@](O2)(C#N)COP(=O)(OC2=CC=CC=C2)N[C@H](C(=O)OC2CCCCC2)CC)O)O